1-(2-hydroxyethyl)-N-(6-(1-methyl-1H-imidazol-5-yl)isoquinolin-3-yl)piperidine-4-carboxamide OCCN1CCC(CC1)C(=O)NC=1N=CC2=CC=C(C=C2C1)C1=CN=CN1C